N-cyclopropyl-2-(difluoromethoxy)-4-[5-(1-methylpyrazol-4-yl)benzimidazol-1-yl]-6-(tri-deuteriomethoxy)benzamide C1(CC1)NC(C1=C(C=C(C=C1OC([2H])([2H])[2H])N1C=NC2=C1C=CC(=C2)C=2C=NN(C2)C)OC(F)F)=O